1-((2R,3R,4R,5R)-3-bromo-4-hydroxy-5-(hydroxymethyl)-5-(trifluoromethyl)tetrahydrofuran-2-yl)pyrimidine-2,4(1H,3H)-dione Br[C@H]1[C@@H](O[C@]([C@H]1O)(C(F)(F)F)CO)N1C(NC(C=C1)=O)=O